(2R,3R)- or (2S,3S)-2-((benzyloxy)methyl)tetrahydrofuran-3-yl methanesulfonate CS(=O)(=O)O[C@H]1[C@H](OCC1)COCC1=CC=CC=C1 |o1:5,6|